COC=1C=C(C=C(C1)OC)C#CC=1C=C(N2N=CN=C(C21)N)C2CNC(C2)COC 5-[2-(3,5-dimethoxyphenyl)ethynyl]-7-[5-(methoxymethyl)pyrrolidin-3-yl]pyrrolo[2,1-f][1,2,4]triazin-4-amine